CN(C1=CC(=NC2=CC(=CC=C12)N)[C@@H]1[C@H](C1)C1=NC=CC(=N1)C)C |r| rac-N4,N4-dimethyl-2-((1S*,2S*)-2-(4-methylpyrimidin-2-yl)cyclopropyl)quinoline-4,7-diamine